C=NC(C=C(C)C)=O N-methylene-bis-methyl-acrylamide